(S)-2-amino-3-methylsulfonyl-benzyl phenylpropionate C1(=CC=CC=C1)[C@@H](C(=O)OCC1=C(C(=CC=C1)S(=O)(=O)C)N)C